C(CCCCC)C(C(=O)OCCCCCCN(CCCCCCOC(C(CCCCCCCC)CCCCCC)=O)CC=1C=NN(C1)CCCCO)CCCCCCCC (((1-(4-hydroxybutyl)-1H-pyrazol-4-yl)methyl)azanediyl)bis(hexane-6,1-diyl) bis(2-hexyldecanoate)